(R)-1-(2,7-dimethyl-3-(piperidin-1-yl)quinoxalin-5-yl)ethan-1-amine CC1=NC2=CC(=CC(=C2N=C1N1CCCCC1)[C@@H](C)N)C